4-Methyl-N-(3-(4-methyl-1H-imidazol-1-yl)-5-(trifluoromethyl)phenyl)-3-((1-methyl-6-(pyridin-3-yl)-1H-pyrazolo[3,4-d]pyrimidin-4-yl)amino)benzamide CC1=C(C=C(C(=O)NC2=CC(=CC(=C2)C(F)(F)F)N2C=NC(=C2)C)C=C1)NC1=C2C(=NC(=N1)C=1C=NC=CC1)N(N=C2)C